4-{8-chloroimidazo[1,5-a]pyridin-6-yl}-1,2,3,6-tetrahydropyridine-1-carboxylic acid tert-butyl ester C(C)(C)(C)OC(=O)N1CCC(=CC1)C=1C=C(C=2N(C1)C=NC2)Cl